N-(2-((5-chloropyrazolo[1,5-a]pyrimidin-7-yl)amino)-5-hydroxypyridin-4-yl)acrylamide ClC1=NC=2N(C(=C1)NC1=NC=C(C(=C1)NC(C=C)=O)O)N=CC2